(3,4-Dihydroxyphenylethyl) Methacrylate C(C(=C)C)(=O)OCCC1=CC(=C(C=C1)O)O